[Cu].[Rh].[Pt] platinum-rhodium-copper